4-amino-8-(4-methoxy-6-methyl-3-pyridinyl)-2-oxo-N-propyl-1H-quinoline-3-carboxamide NC1=C(C(NC2=C(C=CC=C12)C=1C=NC(=CC1OC)C)=O)C(=O)NCCC